N-methyl-N-trimethylsilyl-trifluoroacetamide CN(C(=O)C(F)(F)F)[Si](C)(C)C